C(C)(C)(C)OC(N(C1CCNCC1)CC)=O.ClC1=C(C=CC=C1)CC(=O)NC1=CC(=C(C=C1)C=1C=NC=C(C1)C(F)(F)F)S(N=CN(C)C)(=O)=O 2-(2-chlorophenyl)-N-(3-{[(dimethylamino)methylidene]Sulfamoyl}-4-[5-(trifluoromethyl)pyridin-3-yl]Phenyl)acetamide tert-butyl-N-ethyl-N-(piperidin-4-yl)carbamate